COC=1C=C2C=C(NC2=CC1)C=O 5-METHOXY-1H-INDOLE-2-CARBALDEHYDE